NC(CCC)=O amino-1-butanone